ClC1=CC(=NC=N1)OC1=C(C#N)C=CC=C1 2-[(6-chloro-4-pyrimidyl)oxy]benzonitrile